bismuth-lead-indium-tin-cadmium-thallium [Tl].[Cd].[Sn].[In].[Pb].[Bi]